4-[(4-aminocyclohexyl)methyl]-N-[4-[(4-aminocyclohexyl)methyl]cyclohexyl]-cyclohexylamine NC1CCC(CC1)CC1CCC(CC1)NC1CCC(CC1)CC1CCC(CC1)N